14-(3-(4-methyloxazol-2-yl)ureido)tetradecanoic acid CC=1N=C(OC1)NC(NCCCCCCCCCCCCCC(=O)O)=O